COC=1C=C(C=CC2=NC(=NC(=N2)C(Cl)(Cl)Cl)C(Cl)(Cl)Cl)C=C(C1OC)OC 2-(3,4,5-trimethoxystyryl)-4,6-bis(trichloromethyl)-1,3,5-triazine